FC=1C=C(C=NC1)C1=NC=2N(C(=C1)N)N=CC2C(C)C 5-(5-fluoro-3-pyridinyl)-3-isopropyl-pyrazolo[1,5-a]Pyrimidine-7-amine